C1(=CC=C(C=C1)N(C1=C(C=CC=C1)B(O)O)C1=CC=C(C=C1)C)C (2-(di-p-tolylamino)phenyl)boronic acid